tert-butyl {(1S)-2-[(2S)-2-({2-[4-(acetylamino)phenyl]-3-chloro-1H-indol-5-yl}carbamoyl) pyrrolidin-1-yl]-2-oxo-1-phenylethyl}carbamate C(C)(=O)NC1=CC=C(C=C1)C=1NC2=CC=C(C=C2C1Cl)NC(=O)[C@H]1N(CCC1)C([C@H](C1=CC=CC=C1)NC(OC(C)(C)C)=O)=O